5-methoxy-3-[(4-methyl-1-piperazinyl)methyl]-1H-indole COC=1C=C2C(=CNC2=CC1)CN1CCN(CC1)C